FC(C1=C(C(=O)OCC2=CC=CC=C2)C=CC(=C1)O)(F)F benzyl 2-trifluoromethyl-4-hydroxybenzoate